4-(dimethylamino)-N-(4-(1-(3-(methylsulfonamido)phenyl)-1H-benzo[d]imidazol-6-yl)phenyl)piperidine-1-carboxamide CN(C1CCN(CC1)C(=O)NC1=CC=C(C=C1)C=1C=CC2=C(N(C=N2)C2=CC(=CC=C2)NS(=O)(=O)C)C1)C